5-((1S,4R,5R)-5-((5-cyclopropyl-3-(2,6-dichlorophenyl)isoxazol-4-yl)methoxy)-3-oxo-2-azabicyclo[2.2.1]heptan-2-yl)-N-((tetrahydro-2H-pyran-4-yl)sulfonyl)picolinamide C1(CC1)C1=C(C(=NO1)C1=C(C=CC=C1Cl)Cl)CO[C@H]1[C@@H]2C(N([C@H](C1)C2)C=2C=CC(=NC2)C(=O)NS(=O)(=O)C2CCOCC2)=O